FC1=C(C=C(C=C1)F)[C@@H]1N(C[C@H](C1)F)C1=NC=2N(C=C1)N=CC2C(=O)NC2=CC=C(C=C2)N2CCNCC2 5-((2R,4S)-2-(2,5-difluorophenyl)-4-fluoropyrrolidin-1-yl)-N-(4-(piperazin-4-yl)phenyl)pyrazolo[1,5-a]pyrimidine-3-carboxamide